4-hydroxy-4-(4-(((6-methoxy-2-(2-methoxyimidazo[2,1-b][1,3,4]thiadiazol-6-yl)benzofuran-4-yl)oxy)-methyl)thiazol-2-yl)cyclohexanone OC1(CCC(CC1)=O)C=1SC=C(N1)COC1=CC(=CC2=C1C=C(O2)C=2N=C1SC(=NN1C2)OC)OC